threoninyl-isoleucine N[C@@H]([C@H](O)C)C(=O)N[C@@H]([C@@H](C)CC)C(=O)O